[1-[(4-methoxyphenyl) methyl]-2,6-dioxopiperidin-3-yl] trifluoromethanesulfonate FC(S(=O)(=O)OC1C(N(C(CC1)=O)CC1=CC=C(C=C1)OC)=O)(F)F